(S)-N-((S)-1-(5-(((S)-5-Chloro-2,3-dihydro-1H-inden-2-yl)amino)pyridin-2-yl)-2,2,2-trifluoroethyl)-N-methyl-5-oxopyrrolidine-2-carboxamide ClC=1C=C2C[C@H](CC2=CC1)NC=1C=CC(=NC1)[C@@H](C(F)(F)F)N(C(=O)[C@H]1NC(CC1)=O)C